4-(trifluoromethoxy)-2-aminobenzonitrile FC(OC1=CC(=C(C#N)C=C1)N)(F)F